CNC(C1=CC=C(C=C1)C=1N=NC(=CC1)NC1C[C@@H]2[C@@H](CN(C2)CC2CCOCC2)C1)=O N-methyl-4-(6-(((3aR,5s,6aS)-2-((tetrahydro-2H-pyran-4-yl)methyl)octahydrocyclopenta[c]pyrrol-5-yl)amino)pyridazin-3-yl)benzamide